4-(2-(pyrrolidin-1-yl)-6,7-dihydro-5H-cyclopenta[d]pyrimidin-4-yl)benzamide N1(CCCC1)C=1N=C(C2=C(N1)CCC2)C2=CC=C(C(=O)N)C=C2